BrC1=CC(=CC(=C1)C(F)(F)F)SC 1-Bromo-3-methylsulfanyl-5-(trifluoromethyl)benzene